8-(3,5-dimethylphenyl)benzo[4,5]benzopyrano[2,3-c]pyridine CC=1C=C(C=C(C1)C)C1=NC=CC2=C1OC=1C3=C2C=CC=C3C=CC1